methyleneindanone C=C1C(C2=CC=CC=C2C1)=O